benzyl-(3-bromo-2-methoxyphenyl)sulfane C(C1=CC=CC=C1)SC1=C(C(=CC=C1)Br)OC